(R)-2-(6-(4-(1-(2-azaspiro[3.3]heptan-6-yl)piperidin-4-yl)cyclohexyl)-5-methyl-6,7,8,9-tetrahydro-5H-pyrido[3',4':4,5]pyrrolo[2,3-c]pyridazin-3-yl)phenol C1NCC12CC(C2)N2CCC(CC2)C2CCC(CC2)N2[C@@H](C1=C(NC=3N=NC(=CC31)C3=C(C=CC=C3)O)CC2)C